ethyl 7-bromo-1-(3,5-dichlorophenyl)-6-methoxy-4H-indeno[1,2-c]pyrazole-3-carboxylate BrC1=C(C=C2CC3=C(N(N=C3C(=O)OCC)C3=CC(=CC(=C3)Cl)Cl)C2=C1)OC